ClC=1C=C(C#N)C=C(C1N1N=CC=2C=NC(=CC21)NC2=NC=NC(=C2)NCCO)Cl 3,5-dichloro-4-(6-((6-((2-hydroxyethyl)amino)pyrimidin-4-yl)amino)-1H-pyrazolo[4,3-c]pyridin-1-yl)benzonitrile